2-{3-[(4-methoxyphenyl)methoxy]prop-1-en-2-yl}pyridine COC1=CC=C(C=C1)COCC(=C)C1=NC=CC=C1